(R)-ethyl 2-((6-chloro-7-(4-fluorophenyl)-8-iodopyrrolo[1,2-a]pyrazin-1-yl)oxy)-3-(5-formyl-2-((2-(2-methoxyphenyl)pyrimidin-4-yl)methoxy)phenyl)propanoate ClC1=C(C(=C2N1C=CN=C2O[C@@H](C(=O)OCC)CC2=C(C=CC(=C2)C=O)OCC2=NC(=NC=C2)C2=C(C=CC=C2)OC)I)C2=CC=C(C=C2)F